CN1N=C(C2=CC=CC=C2C1=O)C(=O)NC1=CC(=CC=C1)S(N(C1=CC=CC=C1)C)(=O)=O 3-methyl-N-(3-(N-methyl-N-phenylsulfamoyl)phenyl)-4-oxo-3,4-dihydrophthalazine-1-carboxamide